tert-butyl (2S)-6-[5-(difluoromethyl)-1-methyl-1H-1,2,4-triazol-3-yl]-7-methyl-3,4-dihydro-1H-spiro[1,8-naphthyridine-2,3'-pyrrolidine]-1'-carboxylate FC(C1=NC(=NN1C)C=1C=C2CC[C@]3(CN(CC3)C(=O)OC(C)(C)C)NC2=NC1C)F